6-(4-(3-(4-chloro-3-fluorophenyl)-1-(pyrazin-2-ylmethyl)-1H-pyrrolo[2,3-b]pyridine-6-carbonyl)-3,3-dimethylpiperazin-1-yl)-2,4-dimethylnicotinic acid ClC1=C(C=C(C=C1)C1=CN(C2=NC(=CC=C21)C(=O)N2C(CN(CC2)C2=NC(=C(C(=O)O)C(=C2)C)C)(C)C)CC2=NC=CN=C2)F